(S)-2-(((5-(tert-butyl)-6-chloro-1H-indazol-3-yl)amino)methyl)-4-chloro-N,1-dimethyl-N-(5-azaspiro[2.4]heptan-7-yl)-1H-imidazole-5-carboxamide C(C)(C)(C)C=1C=C2C(=NNC2=CC1Cl)NCC=1N(C(=C(N1)Cl)C(=O)N([C@@H]1CNCC12CC2)C)C